4-(4-methoxy-3,5-dimethylphenyl)bicyclo[2.2.2]octane-1-carboxylic acid methyl ester COC(=O)C12CCC(CC1)(CC2)C2=CC(=C(C(=C2)C)OC)C